OCCC=1C(=C(C(=O)O)C=CC1C(=O)O)CCO.C(C1=CC=C(C(=O)O)C=C1)(=O)OCC(O)O dihydroxyethyl terephthalate (bishydroxyethyl terephthalate)